4-(tert-butyl)-3-(N-(5-cyano-2-(piperidin-1-yl)phenyl)sulfamoyl)benzoic acid C(C)(C)(C)C1=C(C=C(C(=O)O)C=C1)S(NC1=C(C=CC(=C1)C#N)N1CCCCC1)(=O)=O